C1(=CC=CC=C1)C(C1=CC=CC=C1)OC(CCCCCCCCC)=O decanoic acid-1,1-diphenylmethyl ester